BrC(=CC1CC(N(CCC1)C(C(=O)N)CC)=O)Br 2-[4-(2,2-dibromovinyl)-2-oxo-1-azepanyl]butanamide